sodium (R)-((6-((tert-butoxycarbonyl)(methyl)amino)-6,7-dihydro-5H-pyrazolo[5,1-b][1,3]oxazin-3-yl)sulfonyl)amide C(C)(C)(C)OC(=O)N([C@@H]1CN2C(OC1)=C(C=N2)S(=O)(=O)[NH-])C.[Na+]